Ethyl 2-(2-(1-Fluoronaphthalen-2-yl)Thiazol-4-yl)Acetate FC1=C(C=CC2=CC=CC=C12)C=1SC=C(N1)CC(=O)OCC